S(=O)(=O)([O-])[O-].[K+].[Mg+2].[Al+3].S(=O)(=O)([O-])[O-].S(=O)(=O)([O-])[O-] aluminum-magnesium potassium sulfate